4-benzylidene-3-phenyl-1H-pyrazol-5(4H)-one C(C1=CC=CC=C1)=C1C(=NNC1=O)C1=CC=CC=C1